rhodium-iron-cerium [Ce].[Fe].[Rh]